N-[4-[2-[(1S,2S)-2-isopropylcyclopropyl]phenyl]-6-[4-(4-methylpiperazin-1-yl)phenoxy]pyrimidin-2-yl]-1-methyl-pyrazole-4-sulfonamide C(C)(C)[C@H]1[C@H](C1)C1=C(C=CC=C1)C1=NC(=NC(=C1)OC1=CC=C(C=C1)N1CCN(CC1)C)NS(=O)(=O)C=1C=NN(C1)C